citronellyl-furanmethylamine C(CC(C)CCC=C(C)C)C1=C(OC=C1)CN